1-(4-aminobutyl)-2-(2-methoxyethyl)-1H-imidazolo[4,5-d]thiophene NCCCCN1C(=NC2=C1C=CS2)CCOC